COCC1=CC=CC(=N1)C=1C=CC(=NC1)N[C@H]1C[C@H](CC1)CNC(=O)C1=CC(=NO1)C N-[[(1S,3R)-3-[[5-[6-(methoxymethyl)-2-pyridyl]-2-pyridyl]amino]cyclopentyl]methyl]-3-methyl-isoxazole-5-carboxamide